tert-butyl 4-(3,8-dimethyl-6-oxo-5-((3-(trifluoromethyl)pyridin-2-yl)methyl)-5,6-dihydropyrido[2,3-b]pyrazin-7-yl)piperidine-1-carboxylate CC1=CN=C2C(=N1)N(C(C(=C2C)C2CCN(CC2)C(=O)OC(C)(C)C)=O)CC2=NC=CC=C2C(F)(F)F